ClC=1C=CC(=C(C1)C1=CC(=C(N=N1)OC1COCC1)NC1=CC(=NC=C1)NC(=O)C1CC(C1)N1CCN(CC1)C)F N-(4-{[6-(5-chloro-2-fluorophenyl)-3-(oxolan-3-yloxy)pyridazin-4-yl]amino}pyridin-2-yl)-3-(4-methylpiperazin-1-yl)cyclobutane-1-carboxamide